N=CCS(=O)(=O)OCC iminodiethyl-sulfonic acid